N-(4-fluorophenyl)-4-methyl-N-allenylbenzenesulfonamide FC1=CC=C(C=C1)N(S(=O)(=O)C1=CC=C(C=C1)C)C=C=C